thiamorpholine N1CCSCC1